4-iodo-N-{[1-(3-methylbutanoyl)-1,2,3,4-tetrahydroquinolin-6-yl]methyl}benzamide IC1=CC=C(C(=O)NCC=2C=C3CCCN(C3=CC2)C(CC(C)C)=O)C=C1